ClC1(C(C1C1=CC(=C(C(=C1)C(F)(F)F)Cl)Cl)C(=O)N)Cl 2,2-dichloro-3-(3,4-dichloro-5-(trifluoromethyl)phenyl)cyclopropane-1-carboxamide